CC1=CN=C2N1C=C(C=N2)C=2C=CN1N=C(N=CC12)NCC1OCCC1 5-(3-methylimidazo[1,2-a]pyrimidin-6-yl)-N-((tetrahydrofuran-2-yl)methyl)pyrrolo[2,1-f][1,2,4]triazin-2-amine